OCC1N(CC(C(C1O)O)O)CCCCCCCCC1CNCCO1 2-(hydroxymethyl)-1-[8-(morpholin-2-yl)octyl]piperidine-3,4,5-triol